(2S)-1-(heptyloxy)-N,N-dimethyl-3-[(9Z,12Z)-octadeca-9,12-dien-1-yloxy]propan-2-amine C(CCCCCC)OC[C@@H](COCCCCCCCC\C=C/C\C=C/CCCCC)N(C)C